3-(3-(1,1-difluoroethyl)cyclopentyl)phenol FC(C)(F)C1CC(CC1)C=1C=C(C=CC1)O